4-(6-(2-methylpyridin-4-yl)imidazo[1,2-b]pyridazin-3-yl)benzaldehyde CC1=NC=CC(=C1)C=1C=CC=2N(N1)C(=CN2)C2=CC=C(C=O)C=C2